OCCNC1=C(C=C(C=C1)N)[N+](=O)[O-] N-(β-hydroxyethyl)-2-nitro-para-phenylenediamine